C(C)C1=C(OC2=NC=C(C=C2B(O)O)C(F)(F)F)C=CC(=C1)F [2-(2-Ethyl-4-fluoro-phenoxy)-5-(trifluoromethyl)-3-pyridinyl]boronic acid